FC(CN1N=CC(=C1)S(=O)(=O)N1N=C2C(=C1)CN(C2)C([C@H](CO)C2=C(C=CC=C2)CC)=O)F (S)-1-(2-((1-(2,2-difluoroethyl)-1H-pyrazol-4-yl)sulfonyl)-2,6-dihydropyrrolo[3,4-c]pyrazol-5(4H)-yl)-2-(2-ethylphenyl)-3-hydroxypropan-1-one